3,5-dichlorobenzyl 4-(5-(((1-methyl-1H-1,2,3-triazol-4-yl)methyl)amino)-1,3,4-oxadiazole-2-yl)piperidine-1-carboxylate CN1N=NC(=C1)CNC1=NN=C(O1)C1CCN(CC1)C(=O)OCC1=CC(=CC(=C1)Cl)Cl